FC(CN1C(=NC2=C1C=C(C=C2)C=2C(=CN1N=C(N=C(C12)OC)N[C@H]1C(CN(C1)C(C)=O)(F)F)F)C)F (R)-1-(4-((5-(1-(2,2-difluoroethyl)-2-methyl-1H-benzo[d]imidazol-6-yl)-6-fluoro-4-methoxypyrrolo[2,1-f][1,2,4]triazin-2-yl)amino)-3,3-difluoropyrrolidin-1-yl)ethan-1-one